COC=1C=C(C=CC1OC)C=1NC2=CC=C(C=C2C1CC(F)(F)F)C=1C=C(C=CC1)C(=O)N1CCN(CC1)C1=CC=NC=C1 (3-(2-(3,4-dimethoxyphenyl)-3-(2,2,2-trifluoroethyl)-1H-indol-5-yl)phenyl)(4-(pyridin-4-yl)piperazin-1-yl)methanone